((6-(3,5-Dimethylpiperidin-1-yl)-1-oxo-2,3-dihydro-1H-pyrrolo[3,4-c]pyridin-4-yl) Methyl)(methyl)carbamate CC1CN(CC(C1)C)C1=CC2=C(C(=N1)COC(NC)=O)CNC2=O